COC=1C=CC=2C=C(C3=CC(=C(C=C3C2C1)OC)OC)C(=O)O 3,6,7-trimethoxyphenanthrene-9-formic acid